(7R,14R)-11-(2-(2-hydroxypropan-2-yl)thiazol-5-yl)-6-(methyl-d3)-1-((triisopropylsilyl)ethynyl)-6,7-dihydro-7,14-methanobenzo[f]benzo[4,5]imidazo[1,2-a][1,4]diazocin-5(14H)-one OC(C)(C)C=1SC(=CN1)C1=CC2=C(N=C3N2[C@H]2C4=C(C(N([C@@H]3C2)C([2H])([2H])[2H])=O)C=CC=C4C#C[Si](C(C)C)(C(C)C)C(C)C)C=C1